C(C1=CC=CC=C1)N1[C@@H](CN(S1(=O)=O)C(=O)OC(C)(C)C)C(=O)OC 2-tert-butyl 4-methyl (4S)-5-benzyl-1,1-dioxo-1,2,5-thiadiazolidine-2,4-dicarboxylate